1-(7-bromo-4-fluorobenzofuran-5-yl)ethanone BrC1=CC(=C(C=2C=COC21)F)C(C)=O